3-(6-morpholinyl-1H-benzoimidazol-2-yl)-1H-indazol-5-amine N1(CCOCC1)C=1C=CC2=C(NC(=N2)C2=NNC3=CC=C(C=C23)N)C1